C1(=CC=CC=C1)C1CC(NCC1)C(=O)N 4-phenylpiperidine-2-carboxamide